C(C)(C)(C)C=1C=CC(=C(C1)NC(=O)C(=O)NC1=C(C=CC=C1)CC)OCC N-[5-t-Butyl-2-eth-oxyphenyl]-N'-(2-ethylphenyl)oxamide